FC1(C(C(C(C(C1(C(F)(F)F)F)(C(F)(F)F)F)(F)F)(C(F)(F)F)F)(C(F)(F)F)F)F perfluoro-2,3,5,6-tetramethylcyclohexane